(Z)-6-((2,6-dibromobenzyl)sulfonyl)-2-(4-hydroxy-2,6-dimethoxybenzylidene)-2H-benzo[b][1,4]thiazin-3(4H)-one BrC1=C(CS(=O)(=O)C2=CC3=C(S\C(\C(N3)=O)=C/C3=C(C=C(C=C3OC)O)OC)C=C2)C(=CC=C1)Br